FC(F)(F)NC1=CC=CC=C1 (TRIFLUOROMETHYL)ANILINE